N~2~-{(2S,3S)-1-(cyclobutanecarbonyl)-2-[(3'-fluoro[1,1'-biphenyl]-3-yl)methyl]pyrrolidin-3-yl}-N~1~,N~1~-dimethylethanediamide C1(CCC1)C(=O)N1[C@H]([C@H](CC1)NC(C(=O)N(C)C)=O)CC=1C=C(C=CC1)C1=CC(=CC=C1)F